beta-alanyl-D-glutamic Acid NCCC(=O)N[C@H](CCC(=O)O)C(=O)O